ClC1=CC(=C(C=C1)/C=C/C(=O)O)OCCCOC=1C(=NC(=NC1CC)N)N (E)-3-{4-chloro-2-[3-(2,4-diamino-6-ethylpyrimidin-5-yloxy)propoxy]phenyl}acrylic acid